Racemic-7-Methyl-4,5,6,7-tetrahydro-[1,2,3]oxadiazolo[3,4-a]pyridin-8-ium-3-olate C[C@@H]1CCCC=2[N+]1=NOC2[O-] |r|